FC=1C(=NC=CC1)C(C)NCC=1C=NC(=CC1)C(F)(F)F 1-(3-fluoropyridin-2-yl)-N-((6-(trifluoromethyl)pyridin-3-yl)methyl)ethan-1-amine